tert-butyl N-[(3S,6R)-1-[2-chloro-5-[1-(difluoromethyl)pyrazol-4-yl]-4-pyridyl]-6-methyl-3-piperidyl]carbamate ClC1=NC=C(C(=C1)N1C[C@H](CC[C@H]1C)NC(OC(C)(C)C)=O)C=1C=NN(C1)C(F)F